N1(CCNCC1)CCCC1=CNC2=CC=C(C=C12)C#N 3-[3-(piperazin-1-yl)propyl]-1H-indole-5-carbonitrile